(1R,4R)-4-(3-((R)-1-(5-fluoro-3-methylbenzofuran-2-yl)-2-methylpropyl)ureido)cyclohexane-1-carboxamide FC=1C=CC2=C(C(=C(O2)[C@@H](C(C)C)NC(NC2CCC(CC2)C(=O)N)=O)C)C1